OCO[Si](OC)(OC)CC hydroxy-ethyltrimethoxysilane